COC[C@H](CC(N1CCN(CC1)C1=NC=C(C=N1)C(F)(F)F)=O)N(C)CC1=NNC(C(=C1)C(F)(F)F)=O 3-[[[(1S)-1-(methoxymethyl)-3-oxo-3-[4-[5-(trifluoromethyl)pyrimidin-2-yl]piperazin-1-yl]propyl]-methyl-amino]methyl]-5-(trifluoromethyl)-1H-pyridazin-6-one